C(C1=CC=CC=C1)N1C2=CC=CC=C2C=2[C@@]3(NC4=CC=CC=C4C21)C(N(C2=CC=CC=C23)CC2=CC=C(C=C2)C)=O (R)-11'-Benzyl-1-(4-methylbenzyl)-5',11'-dihydrospiro[indoline-3,6'-indolo[3,2-c]quinolin]-2-one